C1=C(C=CC2=CC=CC=C12)CS(=O)(=O)C=1C=C(C=CC1)C(CC#N)N1N=CC(=C1)C=1C2=C(N=CN1)NC=C2 3-{3-[(2-naphthylmethyl)-sulfonyl]phenyl}-3-[4-(7H-pyrrolo[2,3-d]pyrimidin-4-yl)-1H-pyrazol-1-yl]propanenitrile